3-isopropyl-4-amino-1,2,4-triazolin-5-one C(C)(C)C1N=NC(N1N)=O